5-(3-methanesulfonylpropyl)-4-[(1R,6R)-6-(prop-1-en-2-yl)-3-(trifluoromethyl)cyclohex-2-en-1-yl]benzene-1,3-diol CS(=O)(=O)CCCC=1C(=C(C=C(C1)O)O)[C@@H]1C=C(CC[C@H]1C(=C)C)C(F)(F)F